(2R)-2-Amino-3,3-dimethyl-N-[3-methyl-4-[2-(trifluoromethyl)-1H-pyrrolo[2,3-b]pyridin-4-yl]phenyl]butanamide N[C@@H](C(=O)NC1=CC(=C(C=C1)C1=C2C(=NC=C1)NC(=C2)C(F)(F)F)C)C(C)(C)C